(R or S)-5-(2-(3-(2-(4,5-dimethylthiophen-2-yl)ethyl)-3-(ethoxymethyl) pyrrolidin-1-yl)propan-2-yl)-2-methylpyridinecitrate CC=1C=C(SC1C)CCC1(CN(CC1)C(C)(C)C=1C=C[C@@](NC1)(C(C(CC(=O)[O-])(O)C(=O)[O-])C(=O)[O-])C)COCC |o1:20|